C1(CC1)N(C(C1=NC(=C(C=C1)N1CCN(CC1)CC=1C(=C2NC(C(=NC2=CC1)C(F)F)=O)F)F)=O)C N-cyclopropyl-5-(4-((2-(difluoromethyl)-5-fluoro-3-oxo-3,4-dihydroquinoxalin-6-yl)methyl)piperazin-1-yl)-6-fluoro-N-Methylpicolinamide